tetradecyl-bromo-p-diphenoxybenzene tert-butyl-((1r,4r)-4-(2-(6-hydroxy-2,7-dimethyl-2H-indazol-5-yl)-5-oxopyrido[4,3-d]pyrimidin-6(5H)-yl)cyclohexyl)carbamate C(C)(C)(C)N(C(O)=O)C1CCC(CC1)N1C(C2=C(N=C(N=C2)C2=CC3=CN(N=C3C(=C2O)C)C)C=C1)=O.C(CCCCCCCCCCCCC)C=1C(=C(C=CC1OC1=CC=CC=C1)OC1=CC=CC=C1)Br